2-((2-amino-3,5-difluorophenyl)amino)-5-fluoropyrimidine NC1=C(C=C(C=C1F)F)NC1=NC=C(C=N1)F